C(C)(C)(C)OC(=O)N1CC2(C1)CN(CC2)C(C(=O)OC)(C)C 6-(1-methoxy-2-methyl-1-oxoprop-2-yl)-2,6-diazaspiro[3.4]-octane-2-carboxylic acid tert-butyl ester